C(#N)C=1C=C(C=C(C1)C(F)(F)F)NC(=O)[C@]12[C@H]3C[C@@H]([C@@H]([C@@]2(C1)C1=CC(=NC=C1)OC)O3)O |r| rac-(1r,2r,4s,5r,6s)-N-(3-cyano-5-(trifluoromethyl)phenyl)-6-hydroxy-4-(2-methoxypyridin-4-yl)-8-oxatricyclo[3.2.1.02,4]octane-2-carboxamide